(S)-3-(2-hydroxyethyl)piperidine-1-carboxylic acid tert-butyl ester C(C)(C)(C)OC(=O)N1C[C@@H](CCC1)CCO